FC1=CC=C(OC2=CC(=NC=C2)C(=O)N[C@@H]2C(N(C3=C(OC2)C=CC(=N3)C#CC3(COC3)O)C)=O)C=C1 (S)-4-(4-fluorophenoxy)-N-(7-((3-hydroxyoxetan-3-yl)ethynyl)-5-methyl-4-oxo-2,3,4,5-tetrahydropyrido[3,2-b][1,4]oxazepin-3-yl)pyridineamide